2-propylsulfon CC(C)S(=O)(=O)C(C)C